2-((4-Amino-3-(3-hydroxyphenyl)-1H-pyrazolo[3,4-d]pyrimidin-1-yl)methyl)-3-((2-methylthiazol-4-yl)methyl)-5-(6-morpholino-6-oxohex-1-yn-1-yl)quinazolin-4(3H)-one NC1=C2C(=NC=N1)N(N=C2C2=CC(=CC=C2)O)CC2=NC1=CC=CC(=C1C(N2CC=2N=C(SC2)C)=O)C#CCCCC(=O)N2CCOCC2